(E)-5-bromopentyl-3-butyldec-2-enoate BrCCCCCOC(\C=C(\CCCCCCC)/CCCC)=O